C(C=CC1=CC=CC=C1)(=O)N=[N+]=[N-] cinnamic acid, azide